[Br].CCCC n-butane bromine